C1(=CC=CC=C1)[C@H]1[C@@H](C1)C(=O)NC(=N)N (trans-2-Phenylcyclopropancarbonyl)guanidin